C(C)(=O)OC1OC=CC(=C1OC(C)=O)OC(C)=O pyran-2,3,4-triyl triacetate